2,2-bis(4-hydroxyphenyl)-1,1,1,3,3,3-hexafluoropropane OC1=CC=C(C=C1)C(C(F)(F)F)(C(F)(F)F)C1=CC=C(C=C1)O